5-(2-chlorophenoxy)-7-fluoro-3-(((3-fluoropyridin-2-yl)methyl)amino)-4H-benzo[e][1,2,4]thiadiazine 1,1-dioxide ClC1=C(OC2=CC(=CC3=C2NC(=NS3(=O)=O)NCC3=NC=CC=C3F)F)C=CC=C1